NC=1C2=C(N=CN1)N1C(=C2C2=CC(=C(C=C2)OC2=NC(=CC=C2)C)F)N(CC1)C1=CC=C(C=C1)NC(C=C)=O N-(4-(4-amino-5-(3-fluoro-4-((6-methylpyridin-2-yl)oxy)phenyl)-7,8-dihydro-6H-Imidazo[1',2':1,5]pyrrolo[2,3-d]pyrimidin-6-yl)phenyl)acrylamide